Thiomorpholine Dioxide C1CS(=O)(=O)CCN1